2-chloro-4-((3-(2,3-difluoro-4-methoxyphenyl)imidazo[1,2-a]pyrazin-8-yl)amino)-N-methyl-N-(2-(piperazin-1-yl)ethyl)benzamide ClC1=C(C(=O)N(CCN2CCNCC2)C)C=CC(=C1)NC=1C=2N(C=CN1)C(=CN2)C2=C(C(=C(C=C2)OC)F)F